tert-Butyl (5aR,6S,9R)-2-chloro-1-fluoro-4-methyl-12-(methylsulfonyl)-4,5,5a,6,7,8,9,10-octahydro-3,4,10a,11,13,14-hexaaza-6,9-methanonaphtho[1,8-ab]heptalene-14-carboxylate ClC=1C(=C2N=C(N=C3C2=C(N(C[C@@H]2[C@@H]4CC[C@H](CN32)N4C(=O)OC(C)(C)C)C)N1)S(=O)(=O)C)F